ammonium formamidine salt C(=N)[NH-].[NH4+]